CC1=NN(C=C1NCCCCOC(C)=O)C Methyl-4-[(4-Acetoxy-1-butyl)amino]-1-methyl-1H-pyrazole